N1=CC=CC2=C(C=CC=C12)C=C1CC(C1)C(=O)N1CC2CCC(C1)N2C2=CC=C(C=N2)C#N 6-(3-{3-[(quinolin-5-yl)methylidene]cyclobutanecarbonyl}-3,8-diazabicyclo[3.2.1]octan-8-yl)pyridine-3-carbonitrile